(E)-2-cyano-3-(1-phenyl-1H-pyrrolo[2,3-b]pyridin-3-yl)acrylic acid C(#N)/C(/C(=O)O)=C\C1=CN(C2=NC=CC=C21)C2=CC=CC=C2